2-(4-(bromomethyl)phenyl)acetamide BrCC1=CC=C(C=C1)CC(=O)N